OC1CC(CN(C1)C(=O)OC(C)(C)C)C(=O)OC 1-(tert-butyl) 3-methyl 5-hydroxypiperidine-1,3-dicarboxylate